C(C)(=O)O[SiH2]O[Si](O[Si](O[Si](C)(C)C)(C)C)(C)C acetoxyheptamethyltetrasiloxane